(S)-1-(2-(Dimethylamino)-1-(3-(trifluoromethyl)phenyl)ethyl)-4-(5-morpholino-1H-pyrrolo[2,3-b]pyridin-3-yl)pyridin-2(1H)-one CN(C[C@H](C1=CC(=CC=C1)C(F)(F)F)N1C(C=C(C=C1)C1=CNC2=NC=C(C=C21)N2CCOCC2)=O)C